rac-(3aR,5R,7aR)-1,3,3,5,7-pentamethyl-5-(2-(methylsulfanyl)phenyl)octahydrobenzo[c]isoxazole CN1OC([C@H]2[C@H]1C(C[C@](C2)(C2=C(C=CC=C2)SC)C)C)(C)C |r|